4-[[2-(5-tert.-Butyl-2-hydroxyphenyl)acetyl]amino]-N-(1-cyanocyclobutyl)pyridin C(C)(C)(C)C=1C=CC(=C(C1)CC(=O)NC1=CCN(C=C1)C1(CCC1)C#N)O